methyl-7-(trifluoromethyl)-5H-furo[3,4-d]pyrimidine-2-carboxylic acid methyl ester COC(=O)C=1N=C(C2=C(N1)C(OC2)C(F)(F)F)C